CC1=CC=2N(C=C1)N=CC2C(=O)N[C@@H]2CCC1=CC(=CC=C21)B2OC(C(O2)(C)C)(C)C (R)-5-methyl-N-(5-(4,4,5,5-tetramethyl-1,3,2-dioxaborolan-2-yl)-2,3-dihydro-1H-inden-1-yl)pyrazolo[1,5-a]pyridine-3-carboxamide